4-amino-7-chloro-3-(2-chloro-5-fluorophenyl)-2,3-dihydro-1H-benzo[e]isoindol-1-one NC1=CC2=C(C=3C(NC(C13)C1=C(C=CC(=C1)F)Cl)=O)C=CC(=C2)Cl